C(C)C1=CC=2C(C3=CC=CC=C3SC2C(=C1)CC)=O 2,4-diethylthioxanthone